ClC=1C(=C(CNC(=O)[C@H]2N(CCC2)C(CN2N=CC=3C2=NC=NC3NC)=O)C=CC1)F (S)-N-(3-chloro-2-fluorobenzyl)-1-(2-(4-(methylamino)-1H-pyrazolo[3,4-d]pyrimidin-1-yl)acetyl)pyrrolidine-2-carboxamide